N-(2'-morpholino-[4,4'-bipyridin]-2-yl)cinnamamide O1CCN(CC1)C1=NC=CC(=C1)C1=CC(=NC=C1)NC(C=CC1=CC=CC=C1)=O